C1(CCCCC1)C=1C(=NSN1)O 4-cyclohexyl-1,2,5-thiadiazol-3-ol